C(C)(=O)[O-].C(N)(=O)C=1C=[N+](C=CC1)[C@@H]1O[C@@H]([C@H]([C@H]1O)O)COP(=O)(OC)OC 3-Carbamoyl-1-((2R,3R,4S,5R)-5-(((dimethoxyphosphoryl)oxy)methyl)-3,4-dihydroxytetrahydrofuran-2-yl)pyridin-1-ium Acetate Salt